CC1(N(CCC1)CCNC(=O)C=1C=C(C(=NC1)C)C=1N2C(SC1C=1C=NC=NC1)=C(C=N2)C(=O)N)C (5-((2-(2,2-dimethylpyrrolidin-1-yl)ethyl)carbamoyl)-2-methylpyridin-3-yl)-2-(pyrimidin-5-yl)pyrazolo[5,1-b]Thiazole-7-carboxamide